(3-(5-chlorothien-2-yl)-1-(2,2-difluoroethyl)-1H-indazol-5-yl)glycine ClC1=CC=C(S1)C1=NN(C2=CC=C(C=C12)NCC(=O)O)CC(F)F